N-(1-(2,6-dimethoxyphenyl)-2-(5-methylfuran-2-yl)-1H-imidazo[4,5-b]pyrazin-6-yl)methanesulfonamide COC1=C(C(=CC=C1)OC)N1C(=NC=2C1=NC(=CN2)NS(=O)(=O)C)C=2OC(=CC2)C